N[C@@H]1CSC2=C(C(=CC=3C(=NC(N(C1)C32)=O)O)Cl)Br (12S)-12-amino-8-bromo-7-chloro-4-hydroxy-10-thia-1,3-diazatricyclo[7.4.1.05,14]tetradeca-3,5(14),6,8-tetraen-2-one